FC1=CC=C(CC2(NC(=NC(=C2)N)SC)NC2=CC=C(C=C2)N2CCOCC2)C=C1 4-(4-fluorobenzyl)-2-(methylthio)-N4-(4-morpholinophenyl)pyrimidine-4,6-diamine